methyl 2-((3,7-dimethylnon-6-en-1-yl)oxy)-2-phenylacetate CC(CCOC(C(=O)OC)C1=CC=CC=C1)CCC=C(CC)C